C(C1=CC=CC=C1)OC1=C(C=CC=C1)NC(\C=C\C1=CC=C2C=NN(C2=C1)C1OCCCC1)=O (2E)-N-[2-(benzyloxy)phenyl]-3-[1-(oxan-2-yl)indazol-6-yl]prop-2-enamide